BrC1=CC=C(C=C1)[C@]12[C@](C3=NC=C(C=C3O1)Cl)([C@H](C[C@H]2C2=CC=CC=C2)CO)O |r| rac-(5aR,6S,8R,8aR)-5a-(4-bromophenyl)-3-chloro-8-(hydroxymethyl)-6-phenyl-5a,6,7,8-tetrahydro-8aH-cyclopenta[4,5]furo[3,2-b]pyridin-8a-ol